5-methyl-1-(4-(4-(4-(4-methylpiperazine-1-carbonyl)bicyclo[2.2.2]octane-1-yl)benzyl)phenyl)-1H-pyrazole-3-carboxamide CC1=CC(=NN1C1=CC=C(C=C1)CC1=CC=C(C=C1)C12CCC(CC1)(CC2)C(=O)N2CCN(CC2)C)C(=O)N